4-methyl-5-nitroaniline CC1=CC=C(N)C=C1[N+](=O)[O-]